5-((4-(di(pyridin-2-yl)methyl)piperazin-1-yl)methyl)-2-(2,4-dioxotetrahydropyrimidine-1(2H)-yl)isoindoline-1,3-dione N1=C(C=CC=C1)C(N1CCN(CC1)CC=1C=C2C(N(C(C2=CC1)=O)N1C(NC(CC1)=O)=O)=O)C1=NC=CC=C1